hydroxyisopropyl-nitroazole OC=1C(=C(NC1)[N+](=O)[O-])C(C)C